COC(CC[C@@H](C)[C@H]1CC[C@H]2[C@@H]3C(C[C@@H]4[C@@H]5[C@H](CC[C@]4(C)[C@H]3CC[C@]12C)O5)=O)=O 3β,4β-epoxy-7-oxo-5β-cholanic acid methyl ester